(S)-N-(7-(3-hydroxy-3-methylbut-1-yn-1-yl)-5-methyl-4-oxo-2,3,4,5-tetrahydrobenzo[b][1,4]oxazepin-3-yl)-4-(oxazol-4-ylmethyl)pyridineamide OC(C#CC1=CC2=C(OC[C@@H](C(N2C)=O)NC(=O)C2=NC=CC(=C2)CC=2N=COC2)C=C1)(C)C